C(CCC)OC(C)COC(C)CO Dipropylen Glycol n-Butyl Ether